β-(3,4-epoxycyclohexyl)Ethylethoxyacetoxyethylsilane n-hexadecyl-3,5-bis(1,1-dimethylethyl)-4-hydroxybenzoate C(CCCCCCCCCCCCCCC)OC(C1=CC(=C(C(=C1)C(C)(C)C)O)C(C)(C)C)=O.C1(CC2C(CC1)O2)CC[SiH2]CCOC(COCC)=O